C1(CC1)C(=O)N1CCN(CC1)C1=CC=NC=2N(C(N(C(C21)=O)CC(=O)NCC2OCCC2)=O)C 5-[4-(Cyclopropylcarbonyl)-1-piperazinyl]-1,4-dihydro-1-methyl-2,4-dioxo-N-[(tetrahydro-2-furanyl)methyl]pyrido[2,3-d]pyrimidine-3(2H)-acetamide